dl-m-methoxyphenyl-4-pyrone COC1=C(OC=CC1=O)C1=CC=CC=C1